NC=1C(=NC=C(N1)N1CCC(CC1)(C)N)SC=1C(=C(C=CC1)N1CCN(CC1)CC1=CC=C(C=C1)NC1C(NC(CC1)=O)=O)Cl 3-((4-((4-(3-((3-amino-5-(4-amino-4-methylpiperidin-1-yl)pyrazin-2-yl)thio)-2-chlorophenyl)piperazin-1-yl)methyl)phenyl)amino)piperidine-2,6-dione